COC=1C=C(C=CC1OC)C=1NC2=CC=C(C=C2C1C(C)C)C1=NN=C(N1)C1CCNCC1 2-(3,4-dimethoxyphenyl)-3-isopropyl-5-(5-(piperidin-4-yl)-4H-1,2,4-triazol-3-yl)-1H-indole